1-tert-butyl 3-oxetan-3-yl 4-[2-(1-methylpiperidin-4-yl)ethyl]piperazine-1,3-dicarboxylate CN1CCC(CC1)CCN1C(CN(CC1)C(=O)OC(C)(C)C)C(=O)OC1COC1